BrC1=CNN2C1=CN(CC2)C2=C(C=C(C=C2)C2=NC1=CC=C(C=C1C=N2)C(F)(F)F)C 3-bromo-5-(2-methyl-4-(6-(trifluoromethyl)quinazolin-2-yl)phenyl)-6,7-dihydropyrazolo[1,5-a]pyrazin